BrC=1C(=NC2=CC(=CC=C2C1)CC=O)NCC1=CC=C(C=C1)OC 2-(3-bromo-2-((4-methoxybenzyl)amino)quinolin-7-yl)acetaldehyde